((R)-1-((R)-2-((R)-3-hydroxypyrrolidine-1-carboxamido)-4-morpholino-4-oxobutanamido)-4-phenylbutyl)boronic acid O[C@H]1CN(CC1)C(=O)N[C@@H](C(=O)N[C@@H](CCCC1=CC=CC=C1)B(O)O)CC(=O)N1CCOCC1